N-(5-(m-tolyl)-1,3,4-thiadiazol-2-yl)benzo[c]isoxazole C1(=CC(=CC=C1)C1=NN=C(S1)N1OCC2=C1C=CC=C2)C